N1N=CC(=C1)C1=CNC2=C(C=CC=C12)NC([C@@H](CN)C1=CC=CC=C1)=O (R)-N-(3-(1H-pyrazol-4-yl)-1H-indol-7-yl)-3-amino-2-phenylpropanamide